Cl.N[C@@H]1CC[C@H](OC1)CN1CCC2(CN(C2)C2=NC=NC=C2OC2=C(C=C(C=C2)F)C(=O)N2[C@H](COC[C@H]2C)C)CC1 (2-((4-(7-(((2S,5R)-5-aminotetrahydro-2H-pyran-2-yl)methyl)-2,7-diazaspiro[3.5]nonan-2-yl)pyrimidin-5-yl)oxy)-5-fluorophenyl)((3S,5R)-3,5-dimethylmorpholino)methanone hydrochloride